Methyl (S)-2-((tert-butoxycarbonyl)amino)-3-(6-methylquinolin-3-yl)propanoate C(C)(C)(C)OC(=O)N[C@H](C(=O)OC)CC=1C=NC2=CC=C(C=C2C1)C